FC=1C=NC(=NC1)C=1C(=NN(C1C([2H])([2H])[2H])C)C(=O)OC(C)(C)C Tert-butyl 4-(5-fluoropyrimidin-2-yl)-1-methyl-5-(methyl-d3)-1H-pyrazole-3-carboxylate